(S or R)-3-(4-(5-chloro-1-(1-cyclopropyl-1H-pyrazol-4-yl)-1H-indazol-6-yl)piperazin-1-yl)-3-methyltetrahydrothiophene 1,1-dioxide ClC=1C=C2C=NN(C2=CC1N1CCN(CC1)[C@@]1(CS(CC1)(=O)=O)C)C=1C=NN(C1)C1CC1 |o1:16|